(4-(1H-indazol-4-yl)-2-methylquinolin-6-yl)(morpholino)methanone piperidin-4-carboxylate N1CCC(CC1)C(=O)O.N1N=CC2=C(C=CC=C12)C1=CC(=NC2=CC=C(C=C12)C(=O)N1CCOCC1)C